FC=1C=C(C=CC1C1(COC1)C)NC(OC1=CC=CC=C1)=O phenyl (3-fluoro-4-(3-methyloxetan-3-yl)phenyl)carbamate